N-methyl-N-(1-(4-(7-oxo-7,8-dihydro-1,8-naphthyridin-4-yl)phenyl)ethyl)sulfonamide hydrochloride Cl.CN(S(=O)=O)C(C)C1=CC=C(C=C1)C1=CC=NC=2NC(C=CC12)=O